[Pt+2].[O-]P([O-])(=O)OP(=O)([O-])[O-].[C@@H]1([C@@H](CCCC1)N)N.[Pt+2] trans-(S,S)-1,2-cyclohexanediamine (pyrophosphate) platinum (II)